The molecule is a member of the class of xanthones that is a dimer isolated from Phomopsis. It exhibits cytotoxic, antimalarial and antitubercular activities. It has a role as a metabolite, an antimalarial, an antineoplastic agent and an antitubercular agent. It is an acetate ester, a biaryl, a member of phenols and a member of xanthones. C[C@@H]1CC(=O)C2=C(C3=C(C=CC(=C3O)C4=C5C(=C(C=C4)O)C(=C6C(=O)C[C@H]([C@H]([C@]6(O5)COC(=O)C)OC(=O)C)C)O)O[C@@]2([C@@H]1OC(=O)C)COC(=O)C)O